(S)-tert-butyl 1-(aminomethyl)-5-chloro-7-fluoro-8-((1-methyl-1H-1,2,3-triazol-4-yl) methoxy)-3,4-dihydroisoquinoline-2(1H)-carboxylate NC[C@H]1N(CCC2=C(C=C(C(=C12)OCC=1N=NN(C1)C)F)Cl)C(=O)OC(C)(C)C